C(C)(C)(C)OC(NCC(C)=O)=O tert-butyl(2-oxopropyl)carbamate